Tris-Aminomethan NC(N)N